4-(4-chlorophenyl)-6-(4-propylpiperazin-1-yl)-2-(pyridin-3-yl)pyrimidine ClC1=CC=C(C=C1)C1=NC(=NC(=C1)N1CCN(CC1)CCC)C=1C=NC=CC1